C12(CN(CC(C1)C2)C(=O)OC(C)(C)C)C(=O)OC O3-tert-Butyl O1-Methyl 3-azabicyclo[3.1.1]heptane-1,3-dicarboxylate